N-((1-methyl-1H-imidazo[1,2-b]pyrazol-7-yl)methyl)-4-(trifluoromethoxy)benzamide CN1C=CN2N=CC(=C21)CNC(C2=CC=C(C=C2)OC(F)(F)F)=O